(2-fluorophenyl)(methyl)amine FC1=C(C=CC=C1)NC